(R)-3-((1R,3R)-1-(2,6-difluoro-4-(2-(3-(fluoromethyl)azetidin-1-yl)ethoxy)phenyl)-3-methyl-3,4-dihydro-1H-pyrido[3,4-b]indol-2(9H)-yl)-2-fluoropropan-1-ol FC1=C(C(=CC(=C1)OCCN1CC(C1)CF)F)[C@H]1N([C@@H](CC2=C1NC1=CC=CC=C21)C)C[C@H](CO)F